N-(3-(Ethylthio)-1,2,4-thiadiazol-5-yl)-6-(7-toluenesulfonyl-7H-pyrrolo[2,3-d]Pyrimidine-4-yl)-1,6-diazaspiro[3.5]nonane-1-carboxamide C(C)SC1=NSC(=N1)NC(=O)N1CCC12CN(CCC2)C=2C1=C(N=CN2)N(C=C1)S(=O)(=O)CC1=CC=CC=C1